CC=1C=C(C=CC1C)N1N=CC=C1C (3,4-dimethylphenyl)-5-methyl-1H-pyrazol